2-(pyridin-4-yl)pyrimidin-4-amine N1=CC=C(C=C1)C1=NC=CC(=N1)N